C(C)(C)N[C@H]1[C@@H](CCCC1)NC=1C=C2CN(C(C2=CC1)=O)C1C(NC(CC1)=O)=O 3-(5-(((1R,2R)-2-(isopropylamino)cyclohexyl)amino)-1-oxoisoindolin-2-yl)piperidine-2,6-dione